FC1=C(C=CC=C1F)C(C#N)O[Si](C)(C)C 2-(2,3-difluorophenyl)-2-[(trimethylsilyl)oxy]Acetonitrile